4-chloro-2-(methoxymethyl)pyrazolo[1,5-a]pyrazine ClC=1C=2N(C=CN1)N=C(C2)COC